ClC=1C=C(C#N)C=C(C1)OC1=C(N=CN(C1=O)CC1=NN(C(C(=C1)C=1C=NC(=CC1)F)=O)CC1=CC=C(C=C1)OC)C(F)(F)F 3-chloro-5-((1-((5-(6-fluoropyridin-3-yl)-1-(4-methoxybenzyl)-6-oxo-1,6-dihydropyridazin-3-yl)methyl)-6-oxo-4-(trifluoromethyl)-1,6-dihydropyrimidin-5-yl)oxy)benzonitrile